(7-(4-(tert-butyl)phenoxy)-1-ethoxy-4-hydroxyisoquinoline-3-carbonyl)glycine C(C)(C)(C)C1=CC=C(OC2=CC=C3C(=C(N=C(C3=C2)OCC)C(=O)NCC(=O)O)O)C=C1